6-Amino-2-fluoro-N,N-dimethyl-3-((1S,2R)-2-methyl-1',2'-dihydrospiro[cyclopropane-1,3'-pyrrolo[2,3-b]pyridin]-5'-yl)benzamide NC1=CC=C(C(=C1C(=O)N(C)C)F)C=1C=C2C(=NC1)NC[C@@]21[C@@H](C1)C